ClC1=CC=C2C(=N1)C(=NN2C(C)C)C 5-chloro-1-isopropyl-3-methyl-1H-pyrazolo[4,3-b]pyridine